3-(2,3-difluorophenyl)-1-methylurea FC1=C(C=CC=C1F)NC(NC)=O